N-(1-acetylazetidin-3-yl)-6-methoxyquinoline-8-carboxamide C(C)(=O)N1CC(C1)NC(=O)C=1C=C(C=C2C=CC=NC12)OC